(hydroxymethyl)-3-methyl-1H-pyrazole-4-carboxylic acid OCN1N=C(C(=C1)C(=O)O)C